C(C)(C)(C)OC(=O)N1CCC(CC1)NC1=NC=C(C(=N1)C=1N=CN(C1)C=1C(=NC(=CC1)C#N)C)C(F)(F)F 4-((4-(1-(6-cyano-2-methylpyridin-3-yl)-1H-imidazol-4-yl)-5-(trifluoromethyl)pyrimidin-2-yl)amino)piperidine-1-carboxylic acid tert-butyl ester